N-((1S,3R)-3-((2'-(benzyloxy)-6-fluoro-3'-methyl-[1,1'-biphenyl]-3-yl)methyl)-3-(4-(chloromethyl)oxazol-2-yl)cyclopentyl)methanesulfonamide C(C1=CC=CC=C1)OC1=C(C=CC=C1C)C1=CC(=CC=C1F)C[C@]1(C[C@H](CC1)NS(=O)(=O)C)C=1OC=C(N1)CCl